1-tert-butyl-4-(1,2-diazidoethyl)benzene C(C)(C)(C)C1=CC=C(C=C1)C(CN=[N+]=[N-])N=[N+]=[N-]